ClC=1C=CC(=C(C(=O)NC2=CC=C3C=C(C=NC3=C2)C#N)C1)O 5-chloro-N-(3-cyanoquinolin-7-yl)-2-hydroxybenzoamide